C(C)(C)(C)NC/C=C/C(=O)NC1=C(C=C(C=C1F)C(=O)C1=CC=C2C(=CC=CN12)C1=C(C2=C(N(C(=N2)COC)C)C=C1C)Cl)F (E)-4-(tert-butylamino)-N-(4-(8-(4-chloro-2-(methoxymethyl)-1,6-dimethyl-1H-benzo[d]imidazol-5-yl)indolizine-3-carbonyl)-2,6-difluorophenyl)but-2-enamide